2-((1H-benzo[d][1,2,3]triazol-5-yl)methyl)-5-methylisoindoline-1,3-dione N1N=NC2=C1C=CC(=C2)CN2C(C1=CC=C(C=C1C2=O)C)=O